6-acetyl-3-chlorobenzoic acid C(C)(=O)C1=CC=C(C=C1C(=O)O)Cl